NC1=NC=CC2=CC(=CC=C12)CNC(C1=CN=C(C(=C1)Cl)OCCN1CCCCC1)=O N-((1-aminoisoquinolin-6-yl)methyl)-5-chloro-6-(2-(piperidin-1-yl)ethoxy)nicotinamide